4-(8-chloroimidazo[1,2-a]pyrazin-3-yl)-1-trityl-1H-pyrazole-3-carboxylic acid ClC=1C=2N(C=CN1)C(=CN2)C=2C(=NN(C2)C(C2=CC=CC=C2)(C2=CC=CC=C2)C2=CC=CC=C2)C(=O)O